C1(CC1)CC=1C=C(C(=C(C1)[C@@H](C(=O)O)N1C[C@@H](CC1)N(CCCCCC1=NC=2NCCCC2C=C1)C)OC)F (S)-2-(5-(cyclopropylmethyl)-3-fluoro-2-methoxyphenyl)-2-((R)-3-(methyl(5-(5,6,7,8-tetrahydro-1,8-naphthyridin-2-yl)pentyl)amino)pyrrolidin-1-yl)acetic acid